3-bromo-2-((4-chloro-2-fluorobenzyl)oxy)-5,6,7,8-tetrahydro-1,7-naphthyridine BrC=1C(=NC=2CNCCC2C1)OCC1=C(C=C(C=C1)Cl)F